6,7-difluoro-N-methylquinoxalinone FC=1C=C2N=CC(N(C2=CC1F)C)=O